1-[2-(carbamoylamino)acetyl]-N-[(5-cyclopropyl-6-fluoropyridin-2-yl)(phenyl)methyl]-4-fluoropyrrolidine-2-carboxamide C(N)(=O)NCC(=O)N1C(CC(C1)F)C(=O)NC(C1=CC=CC=C1)C1=NC(=C(C=C1)C1CC1)F